C(C)(C)(C)OC(=O)NC(=N)C=1C=C(SC1)[C@@H](C)NC(=O)[C@H]1N(C[C@@H](C1)OC)C(=O)OC(C)(C)C tert-butyl (2S,4R)-2-(((R)-1-(4-(N-(tert-butoxycarbonyl)carbamimidoyl) thiophen-2-yl)ethyl)carbamoyl)-4-methoxypyrrolidine-1-carboxylate